2-[4-tert-Butyl-2-(2-fluoro-4-nitrophenoxy)phenyl]-4,4,5,5-tetramethyl-1,3,2-dioxaborolane C(C)(C)(C)C1=CC(=C(C=C1)B1OC(C(O1)(C)C)(C)C)OC1=C(C=C(C=C1)[N+](=O)[O-])F